5-[2-[4-[(tert-butyldiphenylsilyl)oxy]butoxy]-4-[[2-[(tert-butyldiphenylsilyl)oxy]ethyl](methyl)amino]styryl]thiophene-2-carbaldehyde [Si](C1=CC=CC=C1)(C1=CC=CC=C1)(C(C)(C)C)OCCCCOC1=C(C=CC2=CC=C(S2)C=O)C=CC(=C1)N(C)CCO[Si](C1=CC=CC=C1)(C1=CC=CC=C1)C(C)(C)C